Phosphonium 4-(2-(4-hydroxyphenyl)propan-2-yl)phenolate OC1=CC=C(C=C1)C(C)(C)C1=CC=C(C=C1)[O-].[PH4+]